3a,7a-dihydroxy-hexahydro-4H-indol-4-one OC12CCNC2(CCCC1=O)O